[O-]S(=O)(=O)C(F)(F)F.CS(=O)(=O)C1=CC=C(C=C1)[S+](C1=CC=CC=C1)C1=CC=CC=C1 4-methylsulfonylphenyl-diphenylsulfonium triflate